[Ba].[Rb].[Ba] barium rubidium barium